N-((1-fluorocyclopropyl)methyl)-7-((fluoromethyl)sulfonamido)-5-azaspiro[2.4]heptane-5-carboxamide FC1(CC1)CNC(=O)N1CC2(CC2)C(C1)NS(=O)(=O)CF